8-isobutoxyspiro[3.5]non-7-en-6-one C(C(C)C)OC1=CC(CC2(CCC2)C1)=O